4-[6-(2-ethoxypyridin-3-yl)pyridazin-3-yl]-N-[(3S)-1-methylpyrrolidin-3-yl]piperidine-4-carboxamide trifluoroacetate FC(C(=O)O)(F)F.C(C)OC1=NC=CC=C1C1=CC=C(N=N1)C1(CCNCC1)C(=O)N[C@@H]1CN(CC1)C